6-[(6-chloro-2-methyl-2H-indazol-5-yl)imino]-3-[(1-methyl-1H-1,2,4-triazol-3-yl)methyl]-1-(2,4,5-trifluorobenzyl)-1,3,5-triazinE-2,4-dione ClC=1C(=CC2=CN(N=C2C1)C)N=C1NC(N(C(N1CC1=C(C=C(C(=C1)F)F)F)=O)CC1=NN(C=N1)C)=O